(E)-2-((2,2-dimethyl-2,3-dihydrobenzofuran-7-yl)oxy)-N'-(4-nitrobenzylidene)acethydrazide CC1(OC2=C(C1)C=CC=C2OCC(=O)N/N=C/C2=CC=C(C=C2)[N+](=O)[O-])C